2-chloro-N,N-dimethyl-6-(3-((S or R)-6-((R or S)-3,3,3-trifluoro-2-hydroxy-2-phenylpropanoyl)-6-azaspiro[2.5]octan-1-yl)propoxy)nicotinamide ClC1=C(C(=O)N(C)C)C=CC(=N1)OCCC[C@H]1CC12CCN(CC2)C([C@@](C(F)(F)F)(C2=CC=CC=C2)O)=O |o1:16,25|